1-(4-methylphenyl)-2-(tetrahydropyrimidine-2(1H)-ylidene)ethan-1-one racemic-tert-butyl-(1S,2R,3R,5R)-3-(benzylamino)-2-fluoro-1,5-dimethyl-8-azabicyclo[3.2.1]octane-8-carboxylate C(C)(C)(C)OC(=O)N1[C@@]2([C@@H]([C@@H](C[C@]1(CC2)C)NCC2=CC=CC=C2)F)C.CC2=CC=C(C=C2)C(C=C2NCCCN2)=O |r|